BrC1=CC(=NC(=C1)C)OC(F)F 4-bromo-2-(difluoromethoxy)-6-methyl-pyridine